O1C(=NC2=C1C=CC=C2)CN2N=C(C=CC2=O)C2=CC=C(C=C2)OC(F)F 2-(benzo[d]oxazol-2-ylmethyl)-6-(4-(difluoromethoxy)phenyl)pyridazin-3(2H)-one